Cl.Cl.N[C@H](CC1=C(C2=C(N=C(N=C2NCC2=CN=CS2)Cl)N1C)F)C 6-[(2S)-2-aminopropyl]-2-chloro-5-fluoro-7-methyl-N-[(1,3-thiazol-5-yl)methyl]-7H-pyrrolo[2,3-d]pyrimidin-4-amine dihydrochloride